[(2R,3S,11bR)-9,10-dimethoxy-3-(2-methylpropyl)-1H,2H,3H,4H,6H,7H,11bH-pyrido[2,1-a]isoquinolin-2-yl]methyl (1S,4S)-2,5-diazabicyclo[2.2.1]heptane-2-carboxylate [C@@H]12N(C[C@@H](NC1)C2)C(=O)OC[C@@H]2C[C@H]1N(CCC3=CC(=C(C=C13)OC)OC)C[C@H]2CC(C)C